ClC1=C(C(=C(C(=O)NC2=CC(=NC=C2)C(=O)OC)C(=C1)OC1=C(C(=C(C=C1)OC(F)(F)F)F)OC([2H])([2H])[2H])F)C([2H])([2H])[2H] methyl 4-[[4-chloro-2-fluoro-6-[3-fluoro-2-(trideuteriomethoxy)-4-(trifluoromethoxy)phenoxy]-3-(trideuteriomethyl)benzoyl]amino]pyridine-2-carboxylate